N(CC(C)O)CC(C)O 1,1'-(imino)di-2-propanol